BrC=1C(=NC(=NC1)C#N)NCC=1C(=NC=CC1)CS(=O)(=O)NC {3-[(5-bromo-2-cyanopyrimidin-4-ylamino)-methyl]-pyridin-2-yl}-N-methylmethanesulfonamide